5-(Bromomethyl)-1-methyl-2-nitro-1H-imidazole BrCC1=CN=C(N1C)[N+](=O)[O-]